1-benzyl-4-(4-methyl-1-((S)-tetrahydrofuran-3-yl)-1H-pyrazol-5-yl)piperidin-2-one C(C1=CC=CC=C1)N1C(CC(CC1)C1=C(C=NN1[C@@H]1COCC1)C)=O